1-(2-chlorophenyl)-N-(quinolin-3-yl)methanesulfonamide ClC1=C(C=CC=C1)CS(=O)(=O)NC=1C=NC2=CC=CC=C2C1